(2S,3S,4R,5R)-5-(3-benzoyl-2,4-dioxo-3,4-dihydropyrimidin-1(2H)-yl)-3-((tert-butyldimethylsilyl)oxy)-4-(fluoromethyl)tetrahydrofuran-2-carbaldehyde C(C1=CC=CC=C1)(=O)N1C(N(C=CC1=O)[C@H]1[C@@H]([C@@H]([C@H](O1)C=O)O[Si](C)(C)C(C)(C)C)CF)=O